1,4-di-p-tolylbutane-1,4-dione C1(=CC=C(C=C1)C(CCC(=O)C1=CC=C(C=C1)C)=O)C